4-(2-(((S)-((R)-7-(1-methyl-1H-pyrazol-4-yl)-2-oxo-1,2,3,4-tetrahydropyrido[2,3-b]pyrazin-3-yl)(phenyl)methyl)amino)ethyl)benzonitrile dihydrochloride Cl.Cl.CN1N=CC(=C1)C1=CC2=C(N[C@@H](C(N2)=O)[C@H](C2=CC=CC=C2)NCCC2=CC=C(C#N)C=C2)N=C1